FC(C1=CC=C(S1)C(=O)NC1=CC(=CC=C1)[C@H](C)NC1=CN=C2C(=N1)N(N=C2)C)F (S)-5-(difluoromethyl)-N-(3-(1-((1-methyl-1H-pyrazolo[3,4-b]pyrazin-6-yl)amino)ethyl)phenyl)thiophene-2-carboxamide